N-(4-((6,7-dimethoxyquinolin-4-yl)oxy)-2-fluorophenyl)-1-(4-fluorophenyl)-5-(methylsulfonyl)-1H-pyrazole-3-carboxamide COC=1C=C2C(=CC=NC2=CC1OC)OC1=CC(=C(C=C1)NC(=O)C1=NN(C(=C1)S(=O)(=O)C)C1=CC=C(C=C1)F)F